4-((tert-butoxycarbonyl)amino)-2-(((S)-(4-isopropylphenyl)(phenyl)methyl)carbamoyl)cyclopentane-1-carboxylic acid C(C)(C)(C)OC(=O)NC1CC(C(C1)C(=O)O)C(N[C@@H](C1=CC=CC=C1)C1=CC=C(C=C1)C(C)C)=O